7-bromo-6-chloro-3,4-dimethyl-3H-imidazo[4,5-c]pyridine BrC=1C2=C(C(=NC1Cl)C)N(C=N2)C